C(CCCCCCC\C=C\CCCCCCCC)OCCCCCCCC\C=C\CCCCCCCC elaidyl ether